C(C=C)(=O)N1C[C@@H](CC1)N1N=C(C=2C1=NC=NC2N)C(=O)NC=2OC1=C(N2)C=C(C=C1)C(F)(F)F (R)-1-(1-acryloylpyrrolidin-3-yl)-4-amino-N-(5-(trifluoromethyl)benzo[d]oxazol-2-yl)-1H-pyrazolo[3,4-d]pyrimidine-3-carboxamide